OC=1C(=CC2=C(OCO2)C1)C1=C2C=C(C(=CC2=CC2=C1C(OC2)=O)OC)OC 9-(6-hydroxybenzo[d][1,3]dioxol-5-yl)-6,7-dimethoxynaphtho[2,3-c]furan-1(3H)-one